Valeraldehyd C(CCCC)=O